(1R)-1-[5-(2-Methylpyridin-3-yl)-1,2,4-oxadiazol-3-yl]-6-azaspiro[2.5]octan-6-sulfonamid CC1=NC=CC=C1C1=NC(=NO1)[C@@H]1CC12CCN(CC2)S(=O)(=O)N